ClC=1C=C2C(=CC1)NC(C21CCN(CC1)CCOC=1C=C2CCCN(C2=CC1)C(=O)OC(C)(C)C)=O tert-butyl 6-(2-{5-chloro-2-oxo-1,2-dihydrospiro[indole-3,4'-piperidin]-1'-yl}ethoxy)-1,2,3,4-tetrahydroquinoline-1-carboxylate